(R)-8-(4-(azetidin-2-ylmethoxy)-2-chlorophenyl)-9-benzyl-6-(1-methylcyclopropoxy)-9H-purine N1[C@H](CC1)COC1=CC(=C(C=C1)C=1N(C2=NC=NC(=C2N1)OC1(CC1)C)CC1=CC=CC=C1)Cl